FC(C(=O)O)(F)F.FC(C(=O)O)(F)F.CN(CCC1=CN(C2=CC=C(C=C12)OC)C(=O)OC(C(C)C)OC([C@H](C(C)C)N)=O)C 1-(((S)-2-amino-3-methylbutanoyl)oxy)-2-methylpropyl 3-(2-(dimethylamino)ethyl)-5-methoxy-1H-indole-1-carboxylate di-trifluoro-acetate